N-(2-phenylphenyl)pyridinecarboxamide C1(=CC=CC=C1)C1=C(C=CC=C1)NC(=O)C1=NC=CC=C1